ClC1=C(C=CC(=C1)OCCN1CCNCC1)C=1N(C2=NC=NC(=C2N1)OC1(CC1)C)C[C@@H](C)C1=CC=CC=C1 (S)-8-(2-chloro-4-(2-(piperazin-1-yl)ethoxy)phenyl)-6-(1-methylcyclopropoxy)-9-(2-phenylpropyl)-9H-purine